FC(C)(F)C1=NC=CC(=N1)NC1=C(C=NC(=C1)NC(C)=O)C1=NC=C(C=C1)CN(C)CCOC N-(4'-((2-(1,1-difluoroethyl)pyrimidin-4-yl)amino)-5-(((2-methoxyethyl)(methyl)amino)methyl)-[2,3'-bipyridin]-6'-yl)acetamide